5-(2-cyclopropoxy-5-(trifluoromethyl)phenyl)-N-((3R,5S)-5-(methoxymethyl)pyrrolidin-3-yl)oxazole-2-carboxamide TFA salt OC(=O)C(F)(F)F.C1(CC1)OC1=C(C=C(C=C1)C(F)(F)F)C1=CN=C(O1)C(=O)N[C@H]1CN[C@@H](C1)COC